(2S,4R)-4-fluoro-N-[(S) or (R)-phenyl[5-(propan-2-yl)-4-(trifluoromethyl)pyridin-2-yl]methyl]-1-[2-(1H-1,2,3-triazol-5-yl)acetyl]pyrrolidine-2-carboxamide F[C@@H]1C[C@H](N(C1)C(CC1=CN=NN1)=O)C(=O)N[C@H](C1=NC=C(C(=C1)C(F)(F)F)C(C)C)C1=CC=CC=C1 |o1:17|